FC1=C2C3=C(NC2=C(C=C1F)NC)N=CC(=C3N3CC1(CC3)CN(CC1)C)C=1C=C3C(C(=CN(C3=NC1)C)C(=O)O)=O 6-[5,6-difluoro-8-(methylamino)-4-(7-methyl-2,7-diazaspiro[4.4]non-2-yl)-9H-pyrido[2,3-b]indol-3-yl]-1-methyl-4-oxo-1,8-naphthyridine-3-carboxylic acid